1,4-diisocyanatobutylene glycol N(=C=O)C(CCC(N=C=O)O)O